ClC=1C=C(C=CC1)N1CCN(CC1)C(=O)NC1=CC(=C(C=C1)F)C1=NC=NN1 4-(3-chlorophenyl)-N-[4-fluoro-3-(1H-1,2,4-triazol-5-yl)phenyl]-1-piperazinecarboxamide